FC([C@@H]1[C@H](C1)C=1N=NC(=CC1)C=1C(=NC(=NC1)OC)OC)F ((1S,2S)-2-(difluoromethyl)cyclopropyl)-6-(2,4-dimethoxypyrimidin-5-yl)pyridazine